8-((4,6-difluoro-2-methylindolin-1-yl)methyl)-N,N-dimethyl-2-morpholino-4-oxo-4H-chromene-6-carboxamide FC1=C2CC(N(C2=CC(=C1)F)CC=1C=C(C=C2C(C=C(OC12)N1CCOCC1)=O)C(=O)N(C)C)C